4-aminomethyl-cyclohexanecarboxylic acid sodium salt [Na+].NCC1CCC(CC1)C(=O)[O-]